2-(4-((7-(((S)-1-hydroxyhex-3-yl)amino)-5-((methoxycarbonyl)amino)-1H-pyrazolo[4,3-d]Pyrimidin-1-yl)methyl)-3-methoxyphenyl)piperazine-1,4-bisCarboxylic acid di-tert-butyl ester C(C)(C)(C)OC(=O)N1C(CN(CC1)C(=O)OC(C)(C)C)C1=CC(=C(C=C1)CN1N=CC=2N=C(N=C(C21)N[C@H](CCO)CCC)NC(=O)OC)OC